ClC=1C=CC(=C(C1)N1CC(CC1)C=1C(=C(C(=O)O)C=CC1)F)C 3-(1-(5-chloro-2-methylphenyl)pyrrolidin-3-yl)-2-fluorobenzoic acid